methyl-(5-((2-amino-2,4-dimethylpent-4-en-1-yl)oxy)-4-(trifluoromethyl)-[2,4'-bipyridin]-2'-yl)carbamate COC(NC1=NC=CC(=C1)C1=NC=C(C(=C1)C(F)(F)F)OCC(CC(=C)C)(C)N)=O